NC1CCC(CC1)C(C)(C)C1CCC(CC1)N 2,2-bis(4'-aminocyclohexyl)propane